2-dispiro[2.0.2.1]heptan-7-ylethanol C1CC12C1(CC1)C2CCO